C(C)(C)(C)C=1C(=C(O)C=CC1O)C(C)(C)C di-tertiary butylhydroquinone